OC1=CC=C(C=2CCCC12)C=O 7-hydroxy-2,3-dihydro-1H-indene-4-carbaldehyde